FC=1C=C(C=CC1OC)C1=C(C=CC(=N1)C1=NC2=CC=CC=C2C=N1)C 2-[6-(3-Fluoro-4-methoxyphenyl)-5-methylpyridin-2-yl]quinazolin